C(C)(C)(C)OC(=O)N1C(C=2C(CC1)=C(N(N2)C(F)F)C2=CC(=CC(=C2)F)F)C 2-(difluoromethyl)-3-(3,5-difluorophenyl)-7-methyl-2,4,5,7-tetrahydro-6H-pyrazolo[3,4-c]pyridine-6-carboxylic acid tert-butyl ester